3-(2,3-dimethylphenyl)-2-oxo-butyl acetate C(C)(=O)OCC(C(C)C1=C(C(=CC=C1)C)C)=O